O=C1NC2=CC=C(C=C2C12CCN(CC2)CCOC2=CC1=C(N(N=N1)C1CC(C1)(C)O)C(=C2)C(F)(F)F)C#N 2-oxo-1'-[2-({1-[(cis)-3-hydroxy-3-methylcyclobutyl]-7-(trifluoromethyl)-1H-1,2,3-benzotriazol-5-yl}oxy)ethyl]-1,2-dihydrospiro[indole-3,4'-piperidine]-5-carbonitrile